(S)-1-(4,4-difluoroisochroman-1-yl)-N-methylmethanamine FC1(CO[C@@H](C2=CC=CC=C12)CNC)F